NC1=CC=C(C=C1)C=1OC(=CN1)C1=CC=C(C=C1)N 2,5-bis(4-aminophenyl)oxazole